3-[2-(benzenesulfonamido)-6-(2,6-dimethylphenyl)pyrimidin-4-yl]oxy-4-chloro-N-methyl-benzamide C1(=CC=CC=C1)S(=O)(=O)NC1=NC(=CC(=N1)OC=1C=C(C(=O)NC)C=CC1Cl)C1=C(C=CC=C1C)C